O[C@@H]1[C@@H](CCCC1)CCCN(CCCCCCCC(=O)N(CCCCCCCCCC)CCCCCCCCCC)CCCCCCCC(=O)N(CCCCCCCCCC)CCCCCCCCCC 8,8'-((3-((1S,2S)-2-hydroxycyclohex-yl)propyl)azanedi-yl)bis(N,N-didecyl-octanamide)